IC1CN(C1)C(=O)[O-] 3-iodoazetidin-1-carboxylate